5-chloro-2-(pyridin-3-yl)pyridin-3-amine ClC=1C=C(C(=NC1)C=1C=NC=CC1)N